ClC1=C(C=CC(=C1)Cl)/C=C/C(=O)N[C@H](C(=O)NC(C[C@H]1C(NCC1)=O)C(C(=O)NCC)=O)CC(C)(C)C (2S)-2-((E)-3-(2,4-Dichlorophenyl)acrylamido)-N-(4-(ethylamino)-3,4-dioxo-1-((S)-2-oxopyrrolidin-3-yl)butan-2-yl)-4,4-dimethylpentanamid